C(CCC)OC(=O)NCC1=NC=CC=C1 2-(((r-butoxycarbonyl)amino)methyl)pyridin